ClC1=CC=C(C=C1)C1COC2=C(O1)C=CC=C2C2CCN(CC2)CC=2N(C(=CN2)OC(C=C)=O)COCC[Si](C)(C)C 2-((4-(2-(4-chlorophenyl)-2,3-dihydrobenzo[b][1,4]dioxin-5-yl)piperidin-1-yl)methyl)-1-((2-(trimethylsilyl)ethoxy)methyl)-1H-imidazol-5-ylacrylate